C(#N)C=1C=C(SC1C(F)(F)F)C(=O)NC1=CN(C(C(=C1)F)=O)CC(F)F 4-cyano-N-[1-(2,2-difluoroethyl)-5-fluoro-6-oxopyridin-3-yl]-5-(trifluoromethyl)thiophene-2-carboxamide